CSC1=CC=C(C=C1)C(CC)=O 1-[4-(Methylthio)phenyl]-1-propanone